tert-Butyl 6-(4-nitrophenoxy)carbonyloxyhexanoate [N+](=O)([O-])C1=CC=C(OC(=O)OCCCCCC(=O)OC(C)(C)C)C=C1